5-(7-carbamoyl-5-fluoro-2-methyl-1H-indol-4-yl)-1-methyl-3,4-dihydroisoquinoline-2(1H)-carboxylic acid tert-butyl ester C(C)(C)(C)OC(=O)N1C(C2=CC=CC(=C2CC1)C1=C2C=C(NC2=C(C=C1F)C(N)=O)C)C